C(CC\C=C\CCCCC)(=O)O trans-4-decenoic acid